N-[4-[2-[(1R,5S)-3-azabicyclo[3.1.0]hexan-3-yl]ethoxy]-3-(4,6-dimethylpyrimidin-5-yl)phenyl]cyclopropanecarboxamide [C@@H]12CN(C[C@H]2C1)CCOC1=C(C=C(C=C1)NC(=O)C1CC1)C=1C(=NC=NC1C)C